BrC=1C=C(C=C2C(=CC(=NC12)Cl)C(=O)Cl)C 8-bromo-2-chloro-6-methyl-quinoline-4-carbonyl chloride